2,6,8-Decatrienamide C(C=CCCC=CC=CC)(=O)N